CC(C(=O)O)CNC 2-METHYL-3-(METHYLAMINO)PROPANOIC ACID